C1(CC1)C1=C(C=C(C(=C1)I)C)N(C(C#CC)=O)C1=CC=C2C(=N1)C(NN2C)=O N-(2-cyclopropyl-4-iodo-5-methylphenyl)-N-(1-methyl-3-oxo-2,3-dihydro-1H-pyrazolo[4,3-b]pyridin-5-yl)but-2-ynamide